(3R)-3-[4-[4-[4-[3-[(1R,5S)-3-[3-amino-6-(2-hydroxyphenyl)pyridazin-4-yl]-3,8-diazabicyclo[3.2.1]octan-8-yl]phenoxy]-1-piperidyl]cyclohexyl]indolin-1-yl]piperidine-2,6-dione NC=1N=NC(=CC1N1C[C@H]2CC[C@@H](C1)N2C=2C=C(OC1CCN(CC1)C1CCC(CC1)C1=C3CCN(C3=CC=C1)[C@H]1C(NC(CC1)=O)=O)C=CC2)C2=C(C=CC=C2)O